6'-amino-2H,3'H,4H-spiro[benzo[b][1,4]dioxepine-3,1'-isobenzofuran]-3'-one NC1=CC=C2C(OC3(C2=C1)COC1=C(OC3)C=CC=C1)=O